5-bromo-4-(2-(difluoromethyl)-6-methylphenyl)thiazol-2-amine BrC1=C(N=C(S1)N)C1=C(C=CC=C1C)C(F)F